CN([C@@H]1CC[C@H](CC1)N)C trans-N1,N1-dimethylcyclohexane-1,4-diamine